N-(4-(4-amino-5-(3-fluoro-4-((6-methylpyrazin-2-yl)oxy)phenyl)pyrazolo[5,1-f][1,2,4]triazin-6-yl)phenyl)acrylamide NC1=NC=NN2C1=C(C(=N2)C2=CC=C(C=C2)NC(C=C)=O)C2=CC(=C(C=C2)OC2=NC(=CN=C2)C)F